methyl 3-bromo-4-isopropoxy-3-vinylbenzoate BrC1(CC(C(=O)OC)=CC=C1OC(C)C)C=C